N-[(2S,3R)-4,4-difluoro-1-((2R)-oxetane-2-carbonyl)-2-[(2,3',5'-trifluoro[1,1'-biphenyl]-3-yl)methyl]pyrrolidin-3-yl]ethanesulfonamide FC1([C@@H]([C@@H](N(C1)C(=O)[C@@H]1OCC1)CC=1C(=C(C=CC1)C1=CC(=CC(=C1)F)F)F)NS(=O)(=O)CC)F